[N+](=O)([O-])C=1C=C(C=CC1)CC(C1=C(C=CC=C1)/C(/C(=O)[O-])=C\OC)=NO (E)-2-{2-[(3-nitrophenyl)methyloximinomethyl]phenyl}-3-methoxyacrylate